(±)-(1S,2S,5R)-2-hydroxybicyclo[3.1.0]hexane-6-carboxylic acid ethyl ester C(C)OC(=O)[C@@H]1[C@@H]2CC[C@@H]([C@H]12)O |&1:5|